(±)-2,3-dimethyl-3-nitro-1-phenyl-1-butanone C[C@@H](C(=O)C1=CC=CC=C1)C(C)([N+](=O)[O-])C |r|